CN(CCC=1C=CC2=C(N=C(S2)CNC(=O)C2(CC3=CC=CC=C3C2)CC(=O)O)C1)C 2-[2-[[5-[2-(dimethylamino)ethyl]-1,3-benzothiazol-2-yl]methylcarbamoyl]indan-2-yl]acetic acid